ClCC1=CC(=NO1)C1=CC=NC=C1 5-(chloromethyl)-3-(pyridin-4-yl)isoxazole